FC1=NC(=CC(=C1)C1=CC=CC=2N1N=CC2C(=O)N2CCCCC2)F (7-(2,6-difluoropyridin-4-yl)pyrazolo[1,5-a]pyridin-3-yl)(piperidin-1-yl)methanone